FC1=C(C=CC(=C1F)OC)C1=CN=C2N1C=CN=C2NC2=CC(=C(C=C2)S(=O)(C)=NCCCNC(=O)[C@H]2NC[C@@H](C2)O)C |r| rac-(2s,4r)-N-[3-[[[4-[[3-(2,3-difluoro-4-methoxy-phenyl)imidazo[1,2-a]pyrazin-8-yl]amino]-2-methyl-phenyl]-methyl-oxo-λ6-sulphenyl]amino]propyl]-4-hydroxy-pyrrolidine-2-carboxamide